C[C@@H]1[C@@H](C[C@@H](C(N1CC(F)(F)F)=O)NC(=O)C=1OC2=C(C1)C[C@@]1(C(NC3=NC=CC=C31)=O)CC2)C2=CC=CC=C2 (S)-N-((3S,5S,6R)-6-methyl-2-oxo-5-phenyl-1-(2,2,2-trifluoroethyl)piperidin-3-yl)-2'-oxo-1',2',6,7-tetrahydro-4H-spiro[benzofuran-5,3'-pyrrolo[2,3-b]pyridine]-2-formamide